3-(5-chloropyridin-2-yl)-6,7-dihydropyrano[4,3-c]pyrazol ClC=1C=CC(=NC1)C=1C=2C(=NN1)CCOC2